1,3,5-tri(3,5-dicarboxyphenyl-ethynyl)benzene C(=O)(O)C=1C=C(C=C(C1)C(=O)O)C#CC1=CC(=CC(=C1)C#CC1=CC(=CC(=C1)C(=O)O)C(=O)O)C#CC1=CC(=CC(=C1)C(=O)O)C(=O)O